CC1(CN(CC1)C(=O)C1=NNC(=C1)C1=CC(=CC=C1)C=1OC(=CN1)C(NC(CC)CC)=O)C(=O)OCC Ethyl 3-Methyl-1-(5-(3-(5-(Pentan-3-Ylcarbamoyl)Oxazol-2-Yl)Phenyl)-1H-Pyrazole-3-Carbonyl)Pyrrolidine-3-Carboxylate